ClC1=C(C(=CC=C1Cl)OCC=C)C(C1=CC=NC=C1)NC(=O)[C@H]1N(CCC1)C(=O)OC(C)(C)C tert-butyl (2S)-2-([[2,3-dichloro-6-(prop-2-en-1-yloxy)phenyl](pyridin-4-yl)methyl]carbamoyl)pyrrolidine-1-carboxylate